1-ethyl-3-methylimidazole dibutylphosphate C(CCC)OP(=O)(OCCCC)O.C(C)N1CN(C=C1)C